isopropylcyclohexylamine C(C)(C)NC1CCCCC1